5-chloro-2'-methyl-1'-[[1-(2-methylsulfonylethyl)pyrazol-4-yl]methyl]spiro[indoline-3,4'-piperidine]-2-one ClC=1C=C2C(=CC1)NC(C21CC(N(CC1)CC=1C=NN(C1)CCS(=O)(=O)C)C)=O